(2-((1-(1-(cyclopropanecarbonyl)piperidin-4-yl)-1H-pyrazol-4-yl)amino)-5-methylpyrimidin-4-yl)benzoic acid methyl ester COC(C1=C(C=CC=C1)C1=NC(=NC=C1C)NC=1C=NN(C1)C1CCN(CC1)C(=O)C1CC1)=O